sebacic acid lithium salt [Li+].C(CCCCCCCCC(=O)[O-])(=O)[O-].[Li+]